FC1(CC(C1)CN1N=CC(=C1)C=1C=NC2=CC=C(C(=C2N1)I)OC1=CC2=C(N(C(=N2)C)COCC[Si](C)(C)C)C=C1)F 2-[[5-[3-[1-[(3,3-difluorocyclobutyl)methyl]pyrazol-4-yl]-5-iodo-quinoxalin-6-yl]oxy-2-methyl-benzimidazol-1-yl]methoxy]ethyl-trimethyl-silane